C(CCCCCCCCCCCCC)P(C)(C)=O tetradecyldimethylphosphine oxide